6-chlorophenylhydrazine hydrochloride Cl.ClC1=CC=CC=C1NN